ClC1=C(C=C2CN(C(C2=C1)=O)C1CCC(CC1)CO)[N+](=O)[O-] 6-chloro-2-[4-(hydroxymethyl)cyclohexyl]-5-nitro-isoindolin-1-one